C(C1=CC=CC=C1)C1=C2N(C=C(N1)C1=CC=C(C=C1)O)C(C(=N2)CC2=CC=C(C=C2)O)=O 8-benzyl-2-(4-hydroxybenzyl)-6-(4-hydroxyphenyl)imidazo[1,2-a]pyrazin-3(7H)-one